(S)-(8-iodo-6-methyl-2,3-dihydro-[1,4]dioxino[2,3-e]benzofuran-3-yl)methanol ethyl-(E)-2-(benzamido)-2-ethylhexanoate C(C)C(C(C(=O)OC[C@H]1OC=2C=C(C3=C(C=C(O3)I)C2OC1)C)(CC)NC(C1=CC=CC=C1)=O)CCC